11-fluoro-7-(hydroxymethyl)-13-methyl-6,7,13,14-tetrahydro-1,15-ethenopyrazolo[4,3-f][1,4,8,10]benzoxatriazacyclotridecin-4(5H)-one FC=1C=CC2=C(C(NC3=NC4=C(C(NCC(O2)CO)=O)C=NN4C=C3)C)C1